CC(C)C=1C=C(C=CC1)C(CC=O)C 3-(3-propan-2-ylphenyl)butanal